(E)-(4-chlorostyryl)(imino)(pyridin-2-yl)-lambda6-sulfanone ClC1=CC=C(/C=C/S(=O)(C2=NC=CC=C2)=N)C=C1